3-({5-chloro-6-[(5-methyl-1,2-oxazol-3-yl)methoxy]-1H-indol-2-yl}methyl)-1-methyl-1-[1-(pyridazin-3-yl)piperidin-3-yl]urea ClC=1C=C2C=C(NC2=CC1OCC1=NOC(=C1)C)CNC(N(C1CN(CCC1)C=1N=NC=CC1)C)=O